ClC=1C=CC(=C(C1)C1=NNC=C1C=1N=C2C=C(C=NC2=CC1)N1CC(C1)(N(C)C)C)F 1-[6-[3-(5-chloro-2-fluoro-phenyl)-1H-pyrazol-4-yl]-1,5-naphthyridin-3-yl]-N,N,3-trimethyl-azetidin-3-amine